8-Oxa-2-aza-spiro[4.5]decane-2-carboxylic acid [7-(2,5-difluorophenyl)-4-methoxy-thiazolo[4,5-c]pyridin-2-yl]-amide FC1=C(C=C(C=C1)F)C=1C2=C(C(=NC1)OC)N=C(S2)NC(=O)N2CC1(CC2)CCOCC1